(2S,5R)-2,5-diethyl-4-(1-(4-methyl-2-(trifluoromethyl)phenyl)ethyl)piperazine C(C)[C@@H]1NC[C@H](N(C1)C(C)C1=C(C=C(C=C1)C)C(F)(F)F)CC